C12C3CCCC3CC(C1)C2 tricyclo[6.1.1.02,6]Decane